FC=1C=NC=C(C1C=1C=C2C=NC(=NC2=CC1)NCCO)F 3,5-difluoro-4-(2-((2-hydroxyethyl)amino)quinazolin-6-yl)pyridin